3-(4,4,5,5-tetramethyl-1,3,2-dioxaborolan-2-yl)-2-(trifluoromethyl)pyridine CC1(OB(OC1(C)C)C=1C(=NC=CC1)C(F)(F)F)C